NC(CC[C@@H](C1=CC=CC=C1)NC(=O)N1CC2=CC(=CC(=C2CC1)C1=CC=C(C=C1)C(F)(F)F)N1CC(CC1)C)=O N-((S)-4-Amino-4-oxo-1-phenylbutyl)-7-(3-methylpyrrolidin-1-yl)-5-(4-(trifluoromethyl)phenyl)-3,4-dihydroisoquinoline-2(1H)-carboxamide